tert-butyl (E)-4-(5-(5-carbamoyl-2-((4-((2-methoxy-4-(methoxycarbonyl)-6-nitrophenyl)amino)but-2-en-1-yl)amino)-3-nitrophenoxy)-2-methylpent-3-yn-2-yl)piperazine-1-carboxylate C(N)(=O)C=1C=C(C(=C(OCC#CC(C)(C)N2CCN(CC2)C(=O)OC(C)(C)C)C1)NC\C=C\CNC1=C(C=C(C=C1[N+](=O)[O-])C(=O)OC)OC)[N+](=O)[O-]